C(C)C1=CC=C2C=NC(=NC2=C1C1=NC=CC(=C1)NC(C=C)=O)NC1=CC=C(C=C1)N1CCOCC1 N-(2-(7-ethyl-2-((4-morpholinylphenyl)amino)quinazolin-8-yl)pyridin-4-yl)acrylamide